FC1=CC=C(CN2C=CC3=CC=C(C=C23)C2=NNC(=C2)NC(C2=CC=C(C=C2)NC2CCN(CC2)C)=O)C=C1 N-(3-(1-(4-fluorobenzyl)-1H-indol-6-yl)-1H-pyrazol-5-yl)-4-((1-methylpiperidin-4-yl)amino)benzamide